(((triisopropylsilyl)oxy)methyl)pyridin C(C)(C)[Si](OCC1=NC=CC=C1)(C(C)C)C(C)C